(4-(2,2-difluoro-7-((5-methoxy-7-methyl-1H-indol-4-yl)methyl)-7-azaspiro[3.5]nonan-6-yl)phenyl)methanol FC1(CC2(C1)CC(N(CC2)CC2=C1C=CNC1=C(C=C2OC)C)C2=CC=C(C=C2)CO)F